3-FORMYL-5-METHOXY-BENZOIC ACID C(=O)C=1C=C(C(=O)O)C=C(C1)OC